1-(5-fluoro-2-methoxyphenyl)-N-methylmethylamine FC=1C=CC(=C(C1)CNC)OC